C(C)OC1=NC=CC=C1C1=CC(=C2C(=N1)C=NN2CCC)N2CCCC2 5-(2-ethoxy-3-pyridinyl)-1-propyl-7-pyrrolidin-1-yl-pyrazolo[4,3-b]pyridine